C1(=CC=CC=C1)C=1N=C(N=NC1C1=CC=CC=C1)SC(C(=O)N(C)C)CC 2-[(5,6-diphenyl-1,2,4-triazin-3-yl)sulfanyl]-N,N-dimethylbutanamide